6-bromo-4-fluoro-2,3-dihydro-1H-inden-1-one BrC1=CC(=C2CCC(C2=C1)=O)F